O1C2=C(NCC1)C=1C=CC=CC1C1=CC=CC=C12 [3H]phenanthro[9,10-b](1,4)oxazine